CNC(=O)C1=CC=C(C=N1)C=1CCN(CC1)CC=1C=C2NC(C=3N(C2=CC1)N=CC3C)=O n-methyl-1'-((3-methyl-4-oxo-4,5-dihydropyrazolo[1,5-a]quinoxalin-7-yl)methyl)-1',2',3',6'-tetrahydro-[3,4'-bipyridine]-6-carboxamide